4-Cyano-2,3-dihydrobenzofuran-7-yl-2,8-dimethyl-5-(2,2,2-trifluoroethoxy)-1,4-dihydro-1,6-naphthyridine-3-carboxamide C(#N)C1=CC=C(C2=C1CCO2)N2C(=C(CC1=C(N=CC(=C21)C)OCC(F)(F)F)C(=O)N)C